N-tert-butyl-1-(3,5-dichlorophenyl)-8-(1-(2,3-dihydroxypropyl)-1H-pyrazol-4-yl)-7-methoxy-N-methyl-1,4-dihydrochromeno[4,3-c]pyrazole-3-carboxamide C(C)(C)(C)N(C(=O)C=1C2=C(N(N1)C1=CC(=CC(=C1)Cl)Cl)C=1C=C(C(=CC1OC2)OC)C=2C=NN(C2)CC(CO)O)C